tert-butyl (4S,6R)-2-((S)-4-(2,4-difluoro-6-(2-methoxy ethoxy)phenyl)-3-fluoro-7-hydroxythieno[2,3-c]pyridin-5-yl)-4,6-dimethyl-6,7-dihydropyrazolo[1,5-a]pyrazine-5(4H)-carboxylate FC1=C(C(=CC(=C1)F)OCCOC)C1=C2C(=C(N=C1C1=NN3C([C@@H](N([C@@H](C3)C)C(=O)OC(C)(C)C)C)=C1)O)SC=C2F